BrC=1C=2N(C(=CC1)C)C(=NN2)C 8-bromo-3,5-dimethyl-[1,2,4]triazolo[4,3-a]pyridine